C12(CC3CC(CC(C1)C3)C2)NC2=NC(=NC(=N2)OCCOCCOCCOCCOCCOCCN)N2CCN(CC2)CCF N-((3s,5s,7s)-adamantan-1-yl)-4-((17-amino-3,6,9,12,15-pentaoxaheptadecyl)oxy)-6-(4-(2-fluoroethyl)piperazin-1-yl)-1,3,5-triazin-2-amine